C(C)(C)(C)C1=CC=2C(C3=CC(=CC(=C3OC2C(=C1)P(C1=CC=CC=C1)C1=CC2=CC=CC=C2C=C1)P(C1=CC=CC=C1)C1=CC2=CC=CC=C2C=C1)C(C)(C)C)(C)C (1s,1'S)-(-)-(2,7-di-tert-butyl-9,9-dimethyl-9H-xanthene-4,5-diyl)bis((2-naphthyl)(phenyl)phosphine)